CC(CN1N=CC(=C1)C=1C(=NC(=CC1)C(F)(F)F)C1=CC=2N(C=C1)C=CN2)(C)C 7-{3-[1-(2,2-dimethylpropyl)-1H-pyrazol-4-yl]-6-(trifluoromethyl)pyridin-2-yl}imidazo[1,2-a]pyridine